ClC=1C(=NC=C(C1)CN(C)C)[C@H](C(F)(F)F)N[S@@](=O)C(C)(C)C (S)-N-((R)-1-(3-chloro-5-((dimethylamino)methyl)pyridin-2-yl)-2,2,2-trifluoroethyl)-2-methylpropane-2-sulfinamide